(Z)-6-methyl-6-(((2-(methylamino)ethyl)amino)methyl)cycloocta-2-en-1-ol CC1(CC\C=C/C(CC1)O)CNCCNC